C1=CC(=C2C=CC=C3C4=CC=CC=C4C1=C23)C=2C=C(C=C(C2)C=2C=CC=3C1=CC=CC=C1C1=CC=CC2C31)C3=NC(=NC(=N3)C=3C=NC=CC3)C=3C=NC=CC3 2-(3,5-di(3-fluoranthenyl)phenyl)4,6-di(3-pyridyl)-1,3,5-triazine